NCCC=1C=NC(=NC1)C1=C(C=C(C#N)C=C1)OC=1N(N=C(C1)N(C(C)C)C)C 4-[5-(2-aminoethyl)pyrimidin-2-yl]-3-[2-methyl-5-[methyl(propan-2-yl)amino]pyrazol-3-yl]oxybenzonitrile